ClC1=CC=C(C=C1)CC1C(N(C2CC2C1)CC1=C(C=C(C=C1)OC)OC)=O 4-[(4-Chlorophenyl)methyl]-2-[(2,4-dimethoxyphenyl)methyl]-2-azabicyclo-[4.1.0]heptan-3-one